FC1=CC=C(C=C1)C1=CC=C2CNC(C2=C1)=O 6-(4-fluorophenyl)isoindolin-1-one